(R)-(4-(7-bromo-6-chloro-5,8-difluoro-2-(methylthio)quinazolin-4-yl)morpholin-3-yl)methanol BrC1=C(C(=C2C(=NC(=NC2=C1F)SC)N1[C@@H](COCC1)CO)F)Cl